4-chloro-5-(3-fluoro-4-((6-methylpyridin-2-yl)oxy)phenyl)-6-(2-(4-methylpiperazin-1-yl)-3-nitrophenyl)-7,8-dihydro-6H-imidazo[1',2':1,5]pyrrolo[2,3-d]pyrimidine ClC=1C2=C(N=CN1)N1C(=C2C2=CC(=C(C=C2)OC2=NC(=CC=C2)C)F)N(CC1)C1=C(C(=CC=C1)[N+](=O)[O-])N1CCN(CC1)C